4-(2-(2-(2,6-dioxopiperidine-3-yl)-6-fluoro-1,3-dioxoisoindolin-5-yl)piperazin-1-yl)cyclohexane-1-carboxamide O=C1NC(CCC1N1C(C2=CC(=C(C=C2C1=O)C1N(CCNC1)C1CCC(CC1)C(=O)N)F)=O)=O